amino-3-nitrobenzamide NC1=C(C(=O)N)C=CC=C1[N+](=O)[O-]